COP(=O)([O-])[O-].C(CCC)N1C=[N+](C=C1)C.C(CCC)N1C=[N+](C=C1)C 1-butyl-3-methylimidazolium methylphosphate